5-(4-chloro-2-formylphenyl)pyridine-2,3-dinitrile ClC1=CC(=C(C=C1)C=1C=C(C(=NC1)C#N)C#N)C=O